4-[2-(4-chloro-3-fluorophenoxy)acetamido]-2-oxobicyclo[2.2.2]octane-1-carboxylic acid ClC1=C(C=C(OCC(=O)NC23CC(C(CC2)(CC3)C(=O)O)=O)C=C1)F